C1(=CC=CC=C1)[C@@H](C)OC(=O)C(CC=CC=CC=CC)=CC undecane-2,4,6,9-tetraene-9-carboxylic acid (R)-1-phenylethyl ester